NCCN1CCN(CC1)CCNC(OC(C)(C)C)=O tert-butyl (2-(4-(2-aminoethyl)-piperazin-1-yl)ethyl)carbamate